3-(5-chloro-2-fluorophenyl)-2-(3-methoxypyridin-4-yl)-7-methyl-1-(4-methylbenzene-1-sulfonyl)-1H-pyrrolo[3,2-b]pyridine ClC=1C=CC(=C(C1)C1=C(N(C=2C1=NC=CC2C)S(=O)(=O)C2=CC=C(C=C2)C)C2=C(C=NC=C2)OC)F